rac-benzyl ((2S,3R,4R)-1-acetyl-2-cyclopropyl-3-methyl-6-(1-methyl-1H-pyrazol-4-yl)-1,2,3,4-tetrahydroquinolin-4-yl)carbamate C(C)(=O)N1[C@H]([C@@H]([C@H](C2=CC(=CC=C12)C=1C=NN(C1)C)NC(OCC1=CC=CC=C1)=O)C)C1CC1 |r|